tert-Butyl (2-(naphthalen-2-yloxy)ethyl)carbamate C1=C(C=CC2=CC=CC=C12)OCCNC(OC(C)(C)C)=O